N-[4-(3-Fluoro-4-{3-[2-fluoro-5-(1-methyl-cyclopropyl)-phenyl]-ureido}-phenoxymethyl)-pyridin-2-yl]-acetamide FC=1C=C(OCC2=CC(=NC=C2)NC(C)=O)C=CC1NC(=O)NC1=C(C=CC(=C1)C1(CC1)C)F